CC(CCCCC)(OOC(C)(C)C)C dimethyl-tert-butyl-peroxyhexane